2-(4-Methylphenoxy)-N-phenyl-N-tetrahydrothiophen-3-yl-acetamid CC1=CC=C(OCC(=O)N(C2CSCC2)C2=CC=CC=C2)C=C1